3-(2-(4-(4-ethoxy-6-[(4-methoxyphenyl)methoxy]pyridin-3-yl)-2-fluorophenyl)acetamido)-N-{[(2S)-1-methylpyrrolidin-2-yl]methyl}-5-(trifluoromethyl)benzamide C(C)OC1=C(C=NC(=C1)OCC1=CC=C(C=C1)OC)C1=CC(=C(C=C1)CC(=O)NC=1C=C(C(=O)NC[C@H]2N(CCC2)C)C=C(C1)C(F)(F)F)F